ClC=1C(=NC=CC1)C1(CC(C1)OC)CN (1-(3-chloropyridin-2-yl)-3-methoxycyclobutyl)methanamine